3-(4'-(4-hydroxycarbamoyl-butoxy)-3'-{[(8-hydroxy-5-nitro-quinolin-7-ylmethyl)-amino]-methyl}-biphenyl-4-yl)-acrylic acid ONC(=O)CCCCOC1=C(C=C(C=C1)C1=CC=C(C=C1)C=CC(=O)O)CNCC1=CC(=C2C=CC=NC2=C1O)[N+](=O)[O-]